(s)-5-methyl-6-oxo-3-(trifluoromethyl)-5,6,6a,7,9,10-hexahydro-8H-pyrazino[1,2-a]pyrido[3,2-e]pyrazine-8-carboxylate CN1C([C@H]2N(C3=C1C=C(C=N3)C(F)(F)F)CCN(C2)C(=O)[O-])=O